CC1=CC=C(\C=C\2/CN(C\C(\C2=O)=C/C2=CC=C(C=C2)C)C(CCCC(=O)NC=2SC(=NN2)S)=O)C=C1 5-(3,5-Bis((E)-4-methylbenzylidene)-4-oxopiperidin-1-yl)-5-oxo-N-(5-sulfanyl-1,3,4-thiadiazol-2-yl)pentanamide